1-Cyclopentyl-5-(2,6-dichloro-4-nitrophenoxy)-3-fluoro-1,2-dihydropyridin-2-one C1(CCCC1)N1C(C(=CC(=C1)OC1=C(C=C(C=C1Cl)[N+](=O)[O-])Cl)F)=O